3-(7-chloropyrazolo[1,5-a]pyrimidin-5-yl)-8-oxa-3-azabicyclo[3.2.1]octane ClC1=CC(=NC=2N1N=CC2)N2CC1CCC(C2)O1